5-chloro-1'-(2-{[2-oxo-1-(propan-2-yl)-2,3-dihydro-1H-indol-5-yl]oxy}ethyl)-1,2-dihydrospiro[indole-3,4'-piperidin]-2-one ClC=1C=C2C(=CC1)NC(C21CCN(CC1)CCOC=1C=C2CC(N(C2=CC1)C(C)C)=O)=O